(4S)-8-(6-amino-5-((3-fluoroindolin-4-yl)thio)pyrazin-2-yl)-2-oxa-8-azaspiro[4.5]decan-4-amine NC1=C(N=CC(=N1)N1CCC2([C@@H](COC2)N)CC1)SC1=C2C(CNC2=CC=C1)F